C(C1=CC=CC=C1)N1C2=C(C(=C(C1=O)C(=O)OC)O)[C@@H](COC1=C2C=C(C(=C1)OCCCOC)Cl)C(C)C Methyl (S)-1-benzyl-10-chloro-4-hydroxy-5-isopropyl-9-(3-methoxypropoxy)-2-oxo-1,2,5,6-tetrahydrobenzo[2,3]oxepino[4,5-b]pyridine-3-carboxylate